tert-butyl N-[1-[3-[3-[(4-methoxyphenyl)methyl]-2,4-dioxo-hexahydropyrimidin-1-yl]imidazo[1,2-a]pyridin-8-yl]-4-piperidyl]-N-methyl-carbamate COC1=CC=C(C=C1)CN1C(N(CCC1=O)C1=CN=C2N1C=CC=C2N2CCC(CC2)N(C(OC(C)(C)C)=O)C)=O